CC([C@@H](C(N1CC2=CC=CC=C2C[C@H]1C(=O)N1CC(SCC1)C1=CC=CC=C1)=O)NC(=O)C1=CC2=C(S1)C=CC(=C2)C(F)(F)P(O)(O)=O)(C)C ((2-(((2S)-3,3-dimethyl-1-oxo-1-((3S)-3-(2-phenylthiomorpholine-4-carbonyl)-3,4-dihydroisoquinolin-2(1H)-yl)butan-2-yl)carbamoyl)benzo[b]thiophen-5-yl)difluoromethyl)phosphonic acid